(4-hydroxyphenoxy)-2,2-dimethylpropionitrile OC1=CC=C(OCC(C#N)(C)C)C=C1